2,2-difluoro-5-azaspiro[2.3]hexan FC1(CC12CNC2)F